6-(cyclopropoxy)pyridine-3-carbaldehyde C1(CC1)OC1=CC=C(C=N1)C=O